C(=O)(O)CC[Si](OCCOC)(OCCOC)C1=CC=CC=C1 beta-carboxyethyl-phenyl-bis-(2-methoxyethoxy)silane